C(C)OC1CCC(CC1)NC1=NC=C(C(=N1)N[C@H]1COCC1)C(=O)N 2-((1r,4R)-4-ethoxycyclohexylamino)-4-((R)-tetrahydrofuran-3-ylamino)pyrimidine-5-carboxamide